tert-butyl 4-(2-amino-6-chloroquinazolin-7-yl)-3,6-dihydropyridine-1(2H)-carboxylate NC1=NC2=CC(=C(C=C2C=N1)Cl)C=1CCN(CC1)C(=O)OC(C)(C)C